Cl.Cl.COCCOCCN1C(=NC2=C1C=C1C(=C2)OCCO1)CCN 2-(1-(2-(2-methoxyethoxy)ethyl)-6,7-dihydro-1H-[1,4]dioxino[2',3':4,5]benzo[1,2-d]imidazol-2-yl)ethan-1-amine dihydrochloride